2-cis-cyclooctene C/1=C/CCCCCC1